SC=1SC2=C(N1)C1=CC=CC=C1C=C2 2-mercapto-naphtho[1,2-d]thiazole